CNC\C=C\C=1C=NN(C1)C (E)-N-methyl-3-(1-methylpyrazol-4-yl)prop-2-en-1-amine